C(CC)OC1=CC(=NN1)C 5-propoxy-3-methyl-pyrazol